(12aR)-8,10-dichloro-9-(2-fluoro-6-hydroxyphenyl)-1,2,3,4,12,12a-hexahydro-6H-pyrazino[2,1-c][1,4]benzooxazepin-6-one ClC=1C(=C(C2=C(C(N3[C@@H](CO2)CNCC3)=O)C1)Cl)C1=C(C=CC=C1O)F